Methyl 4-((hydroxyimino)methyl)benzoate ON=CC1=CC=C(C(=O)OC)C=C1